(Z)-1-(3-(1-methyl-1H-pyrazol-4-yl)-2-phenylacryloyl)-5,6-dihydropyridin-2(1H)-one CN1N=CC(=C1)\C=C(/C(=O)N1C(C=CCC1)=O)\C1=CC=CC=C1